1-(isoquinolin-4-yl)-1H-benzo[d]imidazol-2(3H)-one C1=NC=C(C2=CC=CC=C12)N1C(NC2=C1C=CC=C2)=O